C(C)S(=O)(=O)CCNC(=O)C1=CC2=C(N(C(=N2)NC=2SC3=C(N2)C=CC(=C3)OC(F)(F)F)C)C=C1 1-Methyl-2-(6-trifluoromethoxy-benzothiazol-2-ylamino)-1H-benzoimidazole-5-carboxylic acid (2-ethanesulfonyl-ethyl)-amide